3-hydroxy-4-phenoxybenzaldehyde OC=1C=C(C=O)C=CC1OC1=CC=CC=C1